C(#N)C1=CC=C(C2=CC=CC=C12)C1=C(C(=O)N)C=CC(=C1)F (4-cyanonaphthalen-1-yl)-4-fluorobenzamide